4-(4-(tert-butyl)phenyl)-6-methyl-1,2,3,5-tetrahydro-s-indacene C(C)(C)(C)C1=CC=C(C=C1)C1=C2CCCC2=CC=2C=C(CC12)C